N-(2-guanidinoethyl)-5-isoquinolinesulfonamide hydrochloride Cl.N(C(=N)N)CCNS(=O)(=O)C=1C=2C=CN=CC2C=CC1